N1(C=NC=C1)CC=1N=NN(C1)CC(C1=CC=CC=C1)C1=CC=CC=C1 4-((1H-imidazol-1-yl)methyl)-1-(2,2-diphenylethyl)-1H-1,2,3-triazole